OC1(CCN(CC1)C(=O)OC(C)(C)C)C(NCC1=CC=C(C=C1)C(F)(F)F)=O tert-Butyl 4-hydroxy-4-((4-(trifluoromethyl)benzyl)carbamoyl)piperidine-1-carboxylate